P(=O)(OCCC)(OCCC)OC1=CC=CC=C1 di-(1-propyl) phenyl phosphate